C[Te]C methyl telluroether